oxo-7-(3-pentyloctoxy)heptanoic acid O=C(C(=O)O)CCCCCOCCC(CCCCC)CCCCC